bis[6-[6-(trifluoromethyl)-3-pyridinyl]-2-azaspiro[3.3]heptan-2-yl]methanone FC(C1=CC=C(C=N1)C1CC2(CN(C2)C(=O)N2CC3(C2)CC(C3)C=3C=NC(=CC3)C(F)(F)F)C1)(F)F